((3-Fluoro-2-hydroxy-4-methylphenyl)sulfonyl)-L-proline FC=1C(=C(C=CC1C)S(=O)(=O)N1[C@@H](CCC1)C(=O)O)O